FC1(CNC(N(C1)C1(CCOCC1)C=1C=CC2=C(N=C(O2)[C@H](C2CCC(CC2)(F)F)NC(OCC2=CC=CC=C2)=O)C1)=O)F Benzyl (S)-((5-(4-(5,5-difluoro-2-oxotetrahydropyrimidin-1(2H)-yl)tetrahydro-2H-pyran-4-yl)benzo[d]oxazol-2-yl)(4,4-difluorocyclohexyl)methyl)carbamate